(5-((3-(7-(((3S,4R)-3-fluoro-1-methylpiperidin-4-yl)amino)-3-((trifluoromethyl)thio)pyrazolo[1,5-a]pyridin-2-yl)prop-2-yn-1-yl)amino)pyridin-2-yl)dimethylphosphine oxide F[C@H]1CN(CC[C@H]1NC1=CC=CC=2N1N=C(C2SC(F)(F)F)C#CCNC=2C=CC(=NC2)P(C)(C)=O)C